C1(CC1)S(=O)(=O)C=1C=C(OC[C@H](CN[C@H]2COC3(C2)CCN(CC3)S(=O)(=O)C3=CC2=C(OCCN2CC)N=C3)O)C=CC1 (S)-1-(3-(cyclopropylsulfonyl)phenoxy)-3-((R)-8-(1-ethyl-2,3-dihydro-1H-pyrido[2,3-b][1,4]oxazin-7-ylsulfonyl)-1-oxa-8-azaspiro[4.5]decan-3-ylamino)propan-2-ol